potassium galactonate O=C([C@H](O)[C@@H](O)[C@@H](O)[C@H](O)CO)[O-].[K+]